4-chlorobenzyl (4-((4-ethyloxazole-5-carboxamido)meth-yl)phenyl)carbamate C(C)C=1N=COC1C(=O)NCC1=CC=C(C=C1)NC(OCC1=CC=C(C=C1)Cl)=O